3-amino-6-[8-(prop-2-enamido)naphthalen-2-yl]-N-[(1s,4s)-4-[(2-methoxyethyl)(methyl)amino]cyclohexyl]pyridine-2-carboxamide NC=1C(=NC(=CC1)C1=CC2=C(C=CC=C2C=C1)NC(C=C)=O)C(=O)NC1CCC(CC1)N(C)CCOC